C(CC(=O)[O-])(=O)OCCCCCCCC(C)C monoisodecyl malonate